C(C)S(=O)(=O)C1=NN2C(N=CC=C2C2=CC=NN2C)=C1C1=NC=2C(=NC=C(C2)C(F)(F)F)N1C 2-(2-(ethylsulfonyl)-7-(1-methyl-1H-pyrazol-5-yl)pyrazolo[1,5-a]pyrimidin-3-yl)-3-methyl-6-(trifluoromethyl)-3H-imidazo[4,5-b]pyridine